tert-butyl 2-(2-(3-amino-4-(3,3-difluoropiperidin-1-yl)benzamido)-5-fluorophenyl)acetate NC=1C=C(C(=O)NC2=C(C=C(C=C2)F)CC(=O)OC(C)(C)C)C=CC1N1CC(CCC1)(F)F